C1(CC1)C1=CC(=NN1C1=CC=C(C#N)C=C1)C(F)(F)F 4-[5-cyclopropyl-3-(trifluoromethyl)pyrazol-1-yl]benzonitrile